C(C(=C)C)(=O)OCCC(=O)O.C(C(=C)C)(=O)OCCC(=O)O.[Zn] zinc bis(3-methacryloyloxy-propionic acid)